CNC(NCCC[C@H](N)C(=O)O)=N Nω-monomethyl-L-arginin